[Zn].N1C=NC=C1 imidazole compound with zinc